C(C)(=O)OCC(C1=C2N(C(N1)=S)C[C@@H](C2)F)N2N=C1C(=C(C=C(C1=C2)C)Br)Cl |r| 2-(6-bromo-7-chloro-4-methyl-indazol-2-yl)-2-[rac-(6R)-6-fluoro-3-thioxo-2,5,6,7-tetrahydropyrrolo[1,2-c]Imidazol-1-yl]Ethyl acetate